C[Si](CCOC(CCOCCOCCOCCOCCNC([C@H](NC(=O)OC(C)(C)C)CN)=O)=O)(C)C 2-(trimethylsilyl)ethyl-1-{[3-amino-N-(tert-butoxycarbonyl)-D-alanyl]amino}-3,6,9,12-tetraoxapentadecane-15-oate